[Au].ClCC(C)(C)P(C(C)(C)C)C(C)(C)C chlorotri-tert-butyl-phosphine gold